5-bromo-1-methyl-1H-benzo[d]imidazole BrC1=CC2=C(N(C=N2)C)C=C1